4-((6-bromoquinazolin-4-yl)amino)piperidine-1-carboxylic acid tert-butyl ester C(C)(C)(C)OC(=O)N1CCC(CC1)NC1=NC=NC2=CC=C(C=C12)Br